C[C@@H](CCC=NO)[C@H](C=C)C (4S,5S)-4,5-dimethyl-hept-6-enal-oxime